NC=1C2=C(N=CN1)N(C=C2C=2C=C(CNS(=O)(=O)C)C=CC2)[C@@H]2C[C@@H](C2)CO N-(3-(4-amino-7-(cis-3-(hydroxymethyl)cyclobutyl)-7H-pyrrolo[2,3-d]pyrimidin-5-yl)benzyl)methanesulfonamide